C1(CC1)CCN(C1=C2CN(C(C2=CC=C1)=O)C1C(NC(CC1)=O)=O)C1CCC2(OCCO2)CC1 3-{4-[(2-cyclopropylethyl)(1,4-dioxaspiro[4.5]decan-8-yl)amino]-1-oxo-3H-isoindol-2-yl}piperidine-2,6-dione